1-benzyl-3-((5-(methoxycarbonyl)-2,6-dimethyl-4-(3-nitrophenyl)-1,4-dihydropyridine-3-carbonyl)oxy)pyridine C(C1=CC=CC=C1)N1CC(=CC=C1)OC(=O)C1=C(NC(=C(C1C1=CC(=CC=C1)[N+](=O)[O-])C(=O)OC)C)C